tert-butyl 5-((tert-butyldimethylsilyl) oxy)-3-isopropyl-2-(2-methylpyridin-4-yl)-1H-indole-1-carboxylate [Si](C)(C)(C(C)(C)C)OC=1C=C2C(=C(N(C2=CC1)C(=O)OC(C)(C)C)C1=CC(=NC=C1)C)C(C)C